2-benzyl-6-(4-chlorophenyl)pyridazin-3(2H)-one C(C1=CC=CC=C1)N1N=C(C=CC1=O)C1=CC=C(C=C1)Cl